1-(4-chlorophenyl)ethyl 4-(6-(1-methyl-1H-pyrazol-4-yl)pyrazolo[1,5-a]pyridin-3-yl)piperazine-1-carboxylate CN1N=CC(=C1)C=1C=CC=2N(C1)N=CC2N2CCN(CC2)C(=O)OC(C)C2=CC=C(C=C2)Cl